1,2,3,4-tetrahydro-6,7-dimethylquinoxaline CC=1C=C2NCCNC2=CC1C